4-(6-bromopyridin-2-yl)-4-(((methylsulfonyl)oxy)methyl)piperidine-1-carboxylic acid tert-butyl ester C(C)(C)(C)OC(=O)N1CCC(CC1)(COS(=O)(=O)C)C1=NC(=CC=C1)Br